(4-(4-((1R,2S)-6-hydroxy-2-phenyl-1,2,3,4-tetrahydronaphthalen-1-yl)phenyl)piperazin-1-ylmethyl)cyclohexane-1-carbaldehyde OC=1C=C2CC[C@@H]([C@@H](C2=CC1)C1=CC=C(C=C1)N1CCN(CC1)CC1(CCCCC1)C=O)C1=CC=CC=C1